3-(5-(4-(3-((R)-3-(4-amino-3-(4-phenoxyphenyl)-1H-pyrazolo[3,4-d]pyrimidin-1-yl)-[1,4'-bipiperidin]-1'-yl)propyl)piperazin-1-yl)-1-oxoisoindolin-2-yl)piperidine-2,6-dione NC1=C2C(=NC=N1)N(N=C2C2=CC=C(C=C2)OC2=CC=CC=C2)[C@H]2CN(CCC2)C2CCN(CC2)CCCN2CCN(CC2)C=2C=C1CN(C(C1=CC2)=O)C2C(NC(CC2)=O)=O